FC=1C=CC(=NC1)N1C(C(=CC=C1)C(=O)N)=O 1-(5-fluoropyridin-2-yl)-2-oxopyridine-3-carboxamide